COC1=CC=C(C=C1)C1=NC(=C2N=CNC2=N1)C1=CC=CC=C1 2-(4-methoxyphenyl)-6-phenyl-9H-purine